4-chloro-N-(2-(2,6-dioxopiperidin-3-yl)-1-oxoisoindolin-5-yl)-3-fluorobenzamide ClC1=C(C=C(C(=O)NC=2C=C3CN(C(C3=CC2)=O)C2C(NC(CC2)=O)=O)C=C1)F